FC1=CC=C(C=C1)NC(=O)C1(CC1)C(=O)NC1=CC=C(C=C1)OC1=CC=NC2=CC(=CC=C12)C=1C=NC(=CC1)C(F)(F)F 1-N'-(4-fluorophenyl)-1-N-[4-[7-[6-(trifluoromethyl)pyridin-3-yl]quinolin-4-yl]oxyphenyl]cyclopropane-1,1-dicarboxamide